1,4-Dithian S1CCSCC1